(2S,3R,s)-2,3-Dihydro-3,5-dimethyl-2-ethyl-6-(1-methyl-2-oxobutyl)-4H-pyran-4-one C[C@@H]1[C@@H](OC(=C(C1=O)C)[C@@H](C(CC)=O)C)CC